ClC=1C=CC(=C(C1)[C@H]1C[C@H](C1)NC(=O)C=1N=NN(C1)[C@H](C)C1=NC=C(C=C1C)N1C([C@@H]2C[C@@H]2C1)=O)C#N |o1:19| N-((cis)-3-(5-chloro-2-cyanophenyl)cyclobutyl)-1-((R or S)-1-(3-methyl-5-((1R,5S)-2-oxo-3-azabicyclo[3.1.0]hexan-3-yl)pyridin-2-yl)ethyl)-1H-1,2,3-triazole-4-carboxamide